3-(4-methylpiperazin-1-yl)propyl-tert-butylamine CN1CCN(CC1)CCCNC(C)(C)C